FC=1C=C2C(=C(NC2=C(C1)F)C1=CC=C(C=C1)F)CCN[C@@H]1C(NC[C@H]1O)=O (3s,4r)-3-((2-(5,7-difluoro-2-(4-fluorophenyl)-1H-indol-3-yl)ethyl)amino)-4-hydroxypyrrolidin-2-one